FC=1C=C(C=NC1)C1=NC=2N(C(=C1)NC1CC3=CC=C(C=C3C1)OC)N=CC2C 5-(5-fluoro-3-pyridinyl)-N-(5-methoxyindan-2-yl)-3-methyl-pyrazolo[1,5-a]Pyrimidine-7-amine